CS(=O)(=O)NC1=CC=C(C=C1)C(CSC1=NN=NN1C1=C(C(=O)O)C=CC=C1)=O (5-((2-(4-(methylsulfonamido)phenyl)-2-oxoethyl)thio)-1H-tetrazol-1-yl)benzoic acid